COC1=CC=C(C=C1)N1C(=NC=C1)SC(C(=O)NC1=C(C2=C(S1)CCC2)C(=O)N)C 2-(2-{[1-(4-methoxyphenyl)-1H-imidazol-2-yl]sulfanyl}propanamido)-4H,5H,6H-cyclopenta[b]thiophene-3-carboxamide